N1(CCC=CC1)CC1=C(C2=C(C=CC(=NO2)O)C=C1)O 8-((3,6-dihydropyridin-1(2H)-yl)methyl)-3,9-dihydroxybenzo[5,6]oxazepin